1,4,7,10-tetraoxo-2,5,8,11-tetraazatetradecane-14-oic acid 2,5-dioxopyrrolidin-1-yl ester O=C1N(C(CC1)=O)OC(CCNC(CNC(CNC(CNC=O)=O)=O)=O)=O